N1NNN(CCC(CCC1CC(=O)[O-])CC(=O)[O-])CC(=O)[O-] tetraazacyclodecane-4,7,10-triacetate